C(C1=CC=CC=C1)NC(=O)C=1N=NC(=CC1NCC1CCN(CC1)C(=O)OC(C)(C)C)NC1=NC=C(N=C1)C#N tert-butyl 4-((3-(benzylcarbamoyl)-6-(5-cyanopyrazin-2-ylamino)pyridazin-4-ylamino)methyl)piperidine-1-carboxylate